triethylgermain C(C)C=1C(=[Ge](C=CC1)CC)CC